N-(2-(1H-1,2,4-triazol-1-yl)ethyl)-5-bromobiphenyl-2-amine N1(N=CN=C1)CCNC=1C(=CC(=CC1)Br)C1=CC=CC=C1